6-fluoro-2-(5-methylfuran-2-yl)quinoline-4-carboxylic acid FC=1C=C2C(=CC(=NC2=CC1)C=1OC(=CC1)C)C(=O)O